ClC1=C(C=CC=2C3=C(NC12)CCN([C@@H]3C)C(=O)C3=NC=C(C(=N3)OC)C)Cl (R)-(6,7-dichloro-1-methyl-1,3,4,5-tetrahydro-2H-pyrido[4,3-b]indol-2-yl)(4-methoxy-5-methylpyrimidin-2-yl)methanone